C(#N)C=1C(=CC=C2C(=CN(C12)C(=O)OC(C)(C)C)B1OC(C(O1)(C)C)(C)C)C tert-butyl 7-cyano-6-methyl-3-(4,4,5,5-tetramethyl-1,3,2-dioxaborolan-2-yl)indole-1-carboxylate